tert-butyl 3-((6-bromo-3-methylisoquinolin-4-yl)oxy)azetidine-1-carboxylate BrC=1C=C2C(=C(N=CC2=CC1)C)OC1CN(C1)C(=O)OC(C)(C)C